(E)-2-(3-(3-methoxy-4-(prop-2-yn-1-yloxy)phenyl)acrylamido)-N-(pyridin-4-ylmethyl)benzamide COC=1C=C(C=CC1OCC#C)/C=C/C(=O)NC1=C(C(=O)NCC2=CC=NC=C2)C=CC=C1